1,2-dimethyl-1H-benzo[d]imidazole-4-carboxylic acid CN1C(=NC2=C1C=CC=C2C(=O)O)C